tert-butyl-(N-(5-((3-cyano-6,7-dimethoxyquinolin-4-yl)amino)pentyl)sulfamoyl)carbamic acid C(C)(C)(C)N(C(O)=O)S(NCCCCCNC1=C(C=NC2=CC(=C(C=C12)OC)OC)C#N)(=O)=O